S(N)(=O)(=O)CCCC(=O)O 4-sulfamoylbutanoic acid